ClC1=C(C(=C(C=C1OC)OC)Cl)C1=CC2=C(N=C(N=C2)SC)C(=N1)N1CC(CC1)(C)OC 6-(2,6-dichloro-3,5-dimethoxyphenyl)-8-(3-methoxy-3-methylpyrrolidin-1-yl)-2-(methylthio)pyrido[3,4-d]pyrimidine